COC=1C=C(C=C(C1OC)OC)N1C([C@@H]([C@@H]1C1=CC(=C(C=C1)OC)OCC1=CC=CC=C1)CO)=O (3S,4R)-1-(3,4,5-trimethoxyphenyl)-4-(3-benzyloxy-4-methoxyphenyl)-3-hydroxymethylazetidin-2-one